2-(4-fluorophenyl)-3,8-dioxo-2,3,5,6,7,8-hexahydroisoquinoline-4-carboxylic acid FC1=CC=C(C=C1)N1C=C2C(CCCC2=C(C1=O)C(=O)O)=O